FC1=CC=C(C=C1)C1=NC(=NC(=N1)C1=CC=C(C=C1)F)C1=CC=CC=C1 2,4-bis(4-fluorophenyl)-6-phenyl-1,3,5-triazine